dimethyl-7-oxo-4,7-dihydropyrazolo[1,5-a]pyrimidine CC=1C(=NN2C1NC=CC2=O)C